BrCC=1C2=C(SC1C(=O)OC)C=C(C(=C2)OC)OC Methyl 3-(bromomethyl)-5,6-dimethoxybenzo[b]thiophene-2-carboxylate